ClC=1C=CC(=NC1)C1=C(C(C=CC=C1)=O)S 3-(5-chloropyridin-2-yl)-2-mercaptocyclohepta-2,4,6-trien-1-one